ClC=1C=CC(=C(C1)[C@H]1C[C@H](C1)NC(=O)C=1N=NN(C1)[C@@H](C)C=1C=NC(=C(C1)OC)N1C([C@@H]2C[C@@H]2C1)=O)C#N |o1:19| N-((cis)-3-(5-chloro-2-cyanophenyl)cyclobutyl)-1-((S or R)-1-(5-methoxy-6-((1R,5S)-2-oxo-3-azabicyclo[3.1.0]hexan-3-yl)pyridin-3-yl)ethyl)-1H-1,2,3-triazole-4-carboxamide